N(=NC(C(=O)OC)(C)C)C(C(=O)OC)(C)C dimethyl azobis(2-methylpropaneate)